2-amino-1-(3-(3,4-dichlorophenoxy)-2-(4-fluorophenyl)-8,8-dimethyl-5,6-dihydroimidazo[1,2-a]pyrazin-7(8H)-yl)ethan-1-one NCC(=O)N1C(C=2N(CC1)C(=C(N2)C2=CC=C(C=C2)F)OC2=CC(=C(C=C2)Cl)Cl)(C)C